3-(4-bromo-2-pyridyl)azetidin-3-ol BrC1=CC(=NC=C1)C1(CNC1)O